4-(3-formyl-cyclobutyl)piperazine-1-carboxylic acid C(=O)C1CC(C1)N1CCN(CC1)C(=O)O